C(C)(C)(C)OC(C1=C(C=CC=C1)NC(C)C=1C=C(C=C2C(C(=C(OC12)C1=CC=CC=C1)C=1C=NOC1)=O)C)=O 2-[1-(3-isoxazol-4-yl-6-methyl-4-oxo-2-phenyl-chromen-8-yl)ethylamino]benzoic acid tert-butyl ester